IC=1C=NN(C1)C1=C(C#N)C=CC=C1 2-(4-iodo-1H-pyrazol-1-yl)benzonitrile